C(C)(CC)S(=O)(=O)N1C(CCCC1)C=1NC(=CN1)C1=CC=C(C=C1)C 1-(sec-butylsulfonyl)-2-(5-(p-tolyl)-1H-imidazol-2-yl)piperidine